C1(CC1)COC1CCC=2C=C(C(=C(C2C1)F)N1CC(NS1(=O)=O)=O)O 5-[7-(cyclopropylmethoxy)-1-fluoro-3-hydroxy-5,6,7,8-tetrahydronaphthalen-2-yl]-1λ6,2,5-thiadiazolidine-1,1,3-trione